ClC=1C(=C(C=CC1F)C(N[S@](=O)C(C)(C)C)C=1C=NC(=CC1)C(C)(F)F)F (R)-N-((3-chloro-2,4-difluorophenyl)(6-(1,1-difluoroethyl)-pyridin-3-yl)methyl)-2-methylpropane-2-sulfinamide